ethyl 4-(6-hydroxy-5-methoxythieno[3,2-b]pyridin-2-yl)-4-oxobutanoate OC=1C=C2C(=NC1OC)C=C(S2)C(CCC(=O)OCC)=O